4-Nitrophenyl 5-(4-ethoxyphenyl)hexahydropyrrolo[3,4-c]pyrrole-2(1H)-carboxylate C(C)OC1=CC=C(C=C1)N1CC2C(C1)CN(C2)C(=O)OC2=CC=C(C=C2)[N+](=O)[O-]